(E)-2-(4-bromo-2-fluorostyryl)-4-(chloromethyl)oxazoleN BrC1=CC(=C(/C=C/N2OCC(=C2)CCl)C=C1)F